C1(CC1)CN[C@H]1CN(CCC1)C1=CC(N(C=C1)C(C)N1N=NC(=C1)C=1C=NC=C(C1)NCCO)=O 4-((R)-3-((cyclopropylmethyl)amino)piperidin-1-yl)-1-(1-(4-(5-((2-hydroxyethyl)amino)pyridin-3-yl)-1H-1,2,3-triazol-1-yl)ethyl)pyridin-2(1H)-one